BrC(C=C)(F)F 3-bromo-3,3-difluoropropene